C([C@@H](O)C1=CC=CC=C1)(=O)O.CC(C#N)C 2-methylpropionitrile (S)-mandelic acid salt